ClC=1C=NC=C(C1[C@@H](C)O)Cl (1R)-1-(3,5-dichloro-4-pyridinyl)ethanol